CC1(C2=CC=CC=C2C=2C=CC(=CC12)N1CC(=C(C2=CC=C3C(=C12)SC1=C3C=CC=C1)O)C(C(F)(F)F)=O)C 1-(9,9-dimethyl-9H-fluoren-2-yl)-4-hydroxy-3-(2,2,2-trifluoroethan-1-on-1-yl)-[1]benzothieno[3,2-h]quinolin